C(C)(=O)OC\C=C(/CC\C=C(\CCC=C(C)C)/C)\CI (2e,6e)-3-(iodomethyl)-7,11-dimethyldodec-2,6,10-trien-1-yl acetate